4-(naphthalen-1-yloxy)aniline C1(=CC=CC2=CC=CC=C12)OC1=CC=C(N)C=C1